C(C)C(COC(=O)C1=CC=C(C=C1)C(=O)OCC(CCCC)CC)CCCC bis(2-ethylhexyl)-1,4-benzenedicarboxylate